(S)-3-amino-5-hexenoic acid N[C@H](CC(=O)O)CC=C